2-(4-amino-4-phenylpiperidin-1-yl)-5-(2-Methylbenzo[d]thiazol-6-yl)-7H-pyrrolo[2,3-d]pyrimidine-4-carbonitrile NC1(CCN(CC1)C=1N=C(C2=C(N1)NC=C2C2=CC1=C(N=C(S1)C)C=C2)C#N)C2=CC=CC=C2